5,6-bis(cyclohexyloxycarbonyl)bicyclo[2.2.1]hept-2-ene C1(CCCCC1)OC(=O)C1C2C=CC(C1C(=O)OC1CCCCC1)C2